N1=NC=C2N1C=NN=C2 1,2,3-triazolo[1,5-d]-1,2,4-triazine